4-((((1R,3r)-3-methoxycyclobutyl)methyl)amino)-3-nitrobenzenesulfonamide COC1CC(C1)CNC1=C(C=C(C=C1)S(=O)(=O)N)[N+](=O)[O-]